C[SiH2]O[SiH2]O[SiH2]O[SiH2]O[SiH3] methyl-pentasiloxane